BrC1=NN(C(=C1)C)C1=NC=CC=C1Cl 3-bromo-1-(3-chloropyridin-2-yl)-5-methyl-1H-pyrazole